ClC1=C(C(=O)N2COC3=C(C2)C=CC=C3C3=CC(=C(C(=O)O)C=C3F)N3C2COCC3CC2)C(=CC(=C1)N1CC(C1)(C)OC)Cl 4-[3-[2,6-Dichloro-4-(3-methoxy-3-methylazetidin-1-yl)benzoyl]-2,4-dihydro-1,3-benzoxazin-8-yl]-5-fluoro-2-(3-oxa-8-aza-bicyclo[3.2.1]octan-8-yl)benzoic acid